3-(1,1-Dioxidothiomorpholino)-5-(3-(((1R,2S)-2-phenylcyclopropyl)amino)-propyl)pyrazin O=S1(CCN(CC1)C=1C=NC=C(N1)CCCN[C@H]1[C@@H](C1)C1=CC=CC=C1)=O